tert-butyl-4-(7-(4,4,5-trimethyl-1,3,2-dioxaborolan-2-yl)quinolin-2-yl)-piperidine-1-carboxylate C(C)(C)(C)OC(=O)N1CCC(CC1)C1=NC2=CC(=CC=C2C=C1)B1OC(C(O1)(C)C)C